1,3-dihydroxy-2-(hydroxymethyl)propane OCC(CO)CO